Chloro(dimethyl)silane Cl[SiH](C)C